ClC1=CC=C(OC2=CC=C(CN3C(C(=C(CC3)O)C(=O)NCC(=O)O)=O)C=C2)C=C1 N-({1-[4-(4-chlorophenoxy)benzyl]-4-hydroxy-2-oxo-1,2,5,6-tetrahydro-3-pyridinyl}carbonyl)glycine